CS(=O)(=O)C=1C=C(C(=O)O)C=CC1 3-methylsulfonylbenzoic acid